(7R,14R)-11-(2-(1-hydroxypropyl)pyrimidin-5-yl)-6-(methyl-d3)-5-oxo-5,6,7,14-tetrahydro-7,14-methanobenzo[f]benzo[4,5]imidazo[1,2-a][1,4]diazocin-1-yl trifluoromethanesulfonate FC(S(=O)(=O)OC1=CC=CC=2C(N([C@H]3C=4N([C@@H](C21)C3)C3=C(N4)C=CC(=C3)C=3C=NC(=NC3)C(CC)O)C([2H])([2H])[2H])=O)(F)F